N-((2R,3S)-1-(3-((2-(1,3-dimethyl-1H-pyrazol-4-yl)pyrimidin-4-yl)amino)-5-isopropylisoquinolin-8-yl)-2-methylazetidin-3-yl)-N-methylmethanesulfonamide CN1N=C(C(=C1)C1=NC=CC(=N1)NC=1N=CC2=C(C=CC(=C2C1)C(C)C)N1[C@@H]([C@H](C1)N(S(=O)(=O)C)C)C)C